6-((2-(1-(cyclopropylsulfonyl)-1H-pyrazol-4-yl)pyrimidin-4-yl)amino)-4-(isopropylamino)-N-(4,4,4-trifluorobutyl)nicotinamide C1(CC1)S(=O)(=O)N1N=CC(=C1)C1=NC=CC(=N1)NC1=NC=C(C(=O)NCCCC(F)(F)F)C(=C1)NC(C)C